(D)-valine N[C@H](C(C)C)C(=O)O